26-oxo-2,5,8,11,14,17,20,23-octaoxa-27-azatriacontan-30-oic acid O=C(CCOCCOCCOCCOCCOCCOCCOCCOC)NCCC(=O)O